C(C)(C)(C)OC(C[C@H]1C(N([C@@H](C1)C(=O)N1[C@@H](CC(C1)(F)F)C#N)C(=O)OC(C)(C)C)=O)=O tert-butyl (3S,5S)-3-(2-(tert-butoxy)-2-oxoethyl)-5-((S)-2-cyano-4,4-difluoropyrrolidine-1-carbonyl)-2-oxopyrrolidine-1-carboxylate